N-[2-[[1-(3-cyano-2-fluorophenyl)-2-fluoro-2-methyl-propyl]-cyclopropylamino]ethyl]carbamic acid tert-butyl ester C(C)(C)(C)OC(NCCN(C1CC1)C(C(C)(C)F)C1=C(C(=CC=C1)C#N)F)=O